ClC=1C=C(C=2CCC(C2C1)O)S(=O)(=O)NC1=C(C(=C(C=C1)F)C=1C=C2C=NC(=NC2=CC1)NC1CCN(CC1)CC(C)(C)OC)F 6-chloro-N-(2,4-difluoro-3-(2-((1-(2-methoxy-2-methylpropyl)piperidin-4-yl)amino)quinazolin-6-yl)phenyl)-1-hydroxy-2,3-dihydro-1H-indene-4-sulfonamide